C(C1=CC=CC=C1)N1[C@@H](CCC1)C(=O)[N-]C1=C(C=CC=C1)\C(\C1=CC=CC=C1)=N\[C@H](C(=O)[O-])[C@@H]1CCC2=CC=C(C=C12)Br.[Ni+2] Nickelous (2S)-2-[(E)-[[2-[(2S)-1-benzylpyrrolidine-2-carbonyl]azanidylphenyl]-phenyl-methylene]amino]-2-[(1R)-6-bromoindan-1-yl]acetate